CCCCCCCCCCCCCCCCCCCCCC (Z)-docosan